FC(C1=C(C=CC(=C1)C(F)(F)F)CC(=O)N(C1=CC=C(C=C1)F)CC=1OC(=NN1)C1=NC=C(C=N1)C1CC1)(F)F 2-[2,4-bis(trifluoromethyl)phenyl]-N-{[5-(5-cyclopropylpyrimidin-2-yl)-1,3,4-oxadiazol-2-yl]methyl}-N-(4-fluorophenyl)acetamide